methyl (4-(2-((3S)-7-(6-amino-3-chloro-2-fluorophenyl)-5-oxo-1,2,3,5,8,8a-hexahydroindolizin-3-yl)-1H-imidazol-5-yl)-3-fluoropyridin-2-yl)carbamate NC1=CC=C(C(=C1C1=CC(N2[C@@H](CCC2C1)C=1NC(=CN1)C1=C(C(=NC=C1)NC(OC)=O)F)=O)F)Cl